FC1=C(C(=C(C(=C1F)F)F)F)OC(CCOCCC1=CC(=CC=C1)OCCOCCN=[N+]=[N-])=O 3-(3-(2-(2-azidoethoxy)ethoxy)phenethyloxy)propionic acid perfluorophenyl ester